1-(pyridin-2-yl)methylamine N1=C(C=CC=C1)CN